C(C)(C)(C)OC(C(CCCCCCCSCCCCCCCC(=O)O)=O)=O 8-(9-tert-butoxy-8,9-dioxononylthio)octanoic acid